FC(CCCC(=O)O)(C1=CC=C(C=C1)C1=NC(=CC=C1)SC(C)C)F 5,5-difluoro-5-[4-(6-isopropylsulfanyl-pyridin-2-yl)-phenyl]-pentanoic acid